BrC1=CC(=C2C=C(N(C2=C1)S(=O)(=O)C1=CC=CC=C1)C)F 6-bromo-4-fluoro-2-methyl-1-(phenylsulfonyl)-1H-indole